6-({1-[6-(Difluoromethyl)pyridin-3-yl]-4-methyl-1H-1,2,3-triazol-5-yl}methoxy)-1,2,3,4-tetrahydro-2,7-naphthyridine FC(C1=CC=C(C=N1)N1N=NC(=C1COC=1C=C2CCNCC2=CN1)C)F